dimethoxytriethoxysilane 1-((1-(3,5-difluorobenzyl)-2-(fluoromethyl)-1H-imidazol-4-yl)amino)-1-oxopropan-2-yl-4-methylbenzenesulfonate FC=1C=C(CN2C(=NC(=C2)NC(C(C)OS(=O)(=O)C2=CC=C(C=C2)C)=O)CF)C=C(C1)F.COC(CO[SiH](OCC)OCC)OC